C(C)O[Si](O[Si](OCC)(OCC)CCCN([Si](C)(C)C)[Si](C)(C)C)(OCC)CCCN([Si](C)(C)C)[Si](C)(C)C N,N'-((1,1,3,3-tetraethoxydisiloxane-1,3-diyl)bis(propan-3,1-diyl))bis(1,1,1-trimethyl-N-(trimethylsilyl)silanamine)